methyl 2-(3-iodo-1H-indazol-5-yl)-2H-1,2,3-triazole-4-carboxylate IC1=NNC2=CC=C(C=C12)N1N=CC(=N1)C(=O)OC